N-Boc-(R)-2-Amino-3-methoxy-1-propanol C(=O)(OC(C)(C)C)N[C@H](CO)COC